C(C)(C)C1=C(C(=CC(=C1)C(C)C)C(C)C)C1=CC(=CC=C1OC)OC 2',4',6'-triisopropyl-3,6-dimethoxy-1,1-biphenyl